6-(1,1-difluoroethyl)-5-fluoro-N-[(4-methoxypyrimidin-5-yl)methyl]pyridine-3-carboxamide FC(C)(F)C1=C(C=C(C=N1)C(=O)NCC=1C(=NC=NC1)OC)F